((1R,5S,6s)-3-oxabicyclo[3.1.0]hexan-6-yl)boronic acid [C@@H]12COC[C@H]2C1B(O)O